C(#N)C(C(=O)OCCCCCCCCCC)=C alpha-decyl cyanoacrylate